C(C)(C)(C)C1=NCN(O1)C(=O)N 5-(tert-butyl)-1,2,4-oxadiazole-2-carboxamide